diethyl-amine ethylxanthate C(C)OC(=S)S.C(C)NCC